ClC=1C(=CC=2N(N1)C=CC(N2)=O)C 7-Chloro-8-methyl-2H-pyrimido[1,2-b]pyridazin-2-one